2-(8-Methyl-5-oxo-6H-benzo[b][1]benzoxepin-3-yl)propanoic acid CC1=CC2=C(C=C1)OC3=C(C=C(C=C3)C(C)C(=O)O)C(=O)C2